O[C@@]1(C(N(CC1)C)=O)C1=CC(=CC=C1)C=1OC(=CC1)C1=CN(C2=NC=CC=C21)S(=O)(=O)C2=CC=CC=C2 (R)-3-hydroxy-1-methyl-3-(3-(5-(1-(phenylsulfonyl)-1H-pyrrolo[2,3-b]pyridin-3-yl)furan-2-yl)phenyl)pyrrolidin-2-one